tetrabromoneopentane C(C(CBr)(CBr)CBr)Br